cis-2-(3-(bromomethyl)-2,2-dimethylcyclopropyl)acetamide BrC[C@H]1C([C@H]1CC(=O)N)(C)C